2-[2-[[3,5-difluoro-6-[3-methyl-2,6-dioxo-4-trifluoromethylpyrimidin-1-yl]-2-pyridinyl]oxy]phenoxy]acetic acid ethyl ester C(C)OC(COC1=C(C=CC=C1)OC1=NC(=C(C=C1F)F)N1C(N(C(=CC1=O)C(F)(F)F)C)=O)=O